4-methyl-N-[[[2-(trifluoromethyl)phenyl]amino]carbonyl]benzenesulfonamide CC1=CC=C(C=C1)S(=O)(=O)NC(=O)NC1=C(C=CC=C1)C(F)(F)F